C(=O)O.NC1=CN=NC2=CC(=CC=C12)C=1C=C(C=CC1N1N=CC(=C1)OC)B(O)O [3-(4-AMINOCINNOLIN-7-YL)-4-(4-METHOXY-1H-PYRAZOL-1-YL)PHENYL]BORONIC ACID FORMIC ACID SALT